4-amino-6-(furo[3,2-b]pyridin-6-ylethynyl)-N-(4-(methoxymethyl)phenyl)-7-(1-methylcyclopropyl)-7H-pyrrolo[2,3-d]pyrimidine-5-carboxamide NC=1C2=C(N=CN1)N(C(=C2C(=O)NC2=CC=C(C=C2)COC)C#CC=2C=C1C(=NC2)C=CO1)C1(CC1)C